6-(3-(4-(2-(2-(benzo[d]thiazol-2-yl)-4-methoxyphenyloxy)ethyl)piperazin-1-yl)propyl-oxy)nicotinic acid S1C(=NC2=C1C=CC=C2)C2=C(C=CC(=C2)OC)OCCN2CCN(CC2)CCCOC2=NC=C(C(=O)O)C=C2